C(CC)NC(=O)C=1NC2=CC=CC=C2C1 2-(propylcarbamoyl)-1H-indol